C(C)/C(=C(/C(=O)[O-])\CC)/C(=O)[O-] diethylmaleate